cetylstearyl sulfosuccinate disodium [Na+].[Na+].S(=O)(=O)(O)C(C(=O)OCCCCCCCCCCCCCCCCCCCCCCCCCCCCCCCCCC)CC(=O)[O-].C(CCCCCCCCCCCCCCC)CCCCCCCCCCCCCCCCCCOC(C(CC(=O)[O-])S(=O)(=O)O)=O